C[S+](C)C(C(=O)[O-])C.C(CC)(=O)[O-].C[SH+]C dimethyl-sulfonium propionate (dimethylsulfoniopropionate)